methyl 2-bromo-2-methyl-propanoate BrC(C(=O)OC)(C)C